3-(5,6-dihydro-8H-[1,2,4]triazolo[3,4-c][1,4]oxazin-3-yl)-9-methoxy-1-(4-(morpholinomethyl)phenyl)-1,4-dihydrothiochromeno[4,3-c]pyrazole 5,5-dioxide N=1N=C(N2C1COCC2)C=2C1=C(N(N2)C2=CC=C(C=C2)CN2CCOCC2)C=2C(=CC=CC2S(C1)(=O)=O)OC